CN1N=CC=C1CNC(C1=CC=C(C=C1)C1=NC=CC2=C1C=CN2)=O N-[(1-methyl-1H-pyrazol-5-yl)methyl]-4-(1H-pyrrolo[3,2-c]pyridin-4-yl)benzamide